C1(=CC=CC=C1)N=C1C(C2=CC=C(C3=CC=CC1=C23)C2=CC(=CC=C2)[N+](=O)[O-])=NC2=CC=CC=C2 N,N'-diphenyl-5-(3-nitrophenyl)acenaphthylene-1,2-diimine